1-(2-Methoxy-5-(4-((4-(2-methoxy-4-(1,4,5-trimethyl-6-oxo-1,6-dihydropyridin-3-yl)benzyl)piperazin-1-yl)methyl)piperidine-1-carbonyl)phenyl)dihydropyrimidine-2,4(1H,3H)-dione COC1=C(C=C(C=C1)C(=O)N1CCC(CC1)CN1CCN(CC1)CC1=C(C=C(C=C1)C1=CN(C(C(=C1C)C)=O)C)OC)N1C(NC(CC1)=O)=O